(S)-(-)-2-METHOXYPROPIONIC ACID C[C@@H](C(=O)O)OC